COC(C1=CC=C(C=C1)CN1C2=CC=CC=C2C=2CCN(CC12)C(C1=C(C=CC=C1)Cl)=O)=O 4-[2-(2-chlorobenzoyl)-2,3,4,9-tetrahydro-1H-β-carbolin-9-ylmethyl]-benzoic acid methyl ester